ClC=1C(=C(C(=CC1)F)/C=C/C(=O)OC(C)(C)C)F (E)-tert-Butyl 3-(3-chloro-2,6-difluorophenyl)acrylate